ClC=1N=C(C2=C(N1)CN(CC2)C(=O)OC(C)(C)C)OCC2=C(C=CC=C2)[N+](=O)[O-] tert-butyl 2-chloro-4-((2-nitrobenzyl)oxy)-5,8-dihydropyrido[3,4-d]pyrimidine-7(6H)-carboxylate